C(CCC)C1=CC(C=C1)[Si]([Si](C)(C)C1C(=CC2=C(C=CC=C12)C1=CC(=CC(=C1)C(C)(C)C)C(C)(C)C)C)(C)C 1-(3-butylcyclopent-2,4-dien-1-yl)-2-(4-(3,5-di-tert-butylphenyl)-2-methyl-1H-inden-1-yl)-1,1,2,2-tetramethyldisilane